(8R,9R,10S)-10-(hydroxymethyl)-N-(4-methoxyphenyl)-9-(4-(4-methylpent-1-yn-1-yl)phenyl)-1,6-diazabicyclo[6.2.0]decane-6-carboxamide OC[C@@H]1[C@@H]([C@@H]2CN(CCCCN12)C(=O)NC1=CC=C(C=C1)OC)C1=CC=C(C=C1)C#CCC(C)C